OC(C(=O)O)C(O)(C(=O)O)CC(=O)O hydroxyl-(citric acid)